The molecule is a ketoaldonic acid that is butyric acid carrying an oxo substituent at position 2 as well as two hydroxy substituents at positions 3 and 4 (the S-enantiomer). It is a dihydroxy monocarboxylic acid, a 2-oxo monocarboxylic acid, a ketoaldonic acid and a secondary alpha-hydroxy ketone. It derives from a butyric acid. It is a conjugate acid of a (S)-3,4-dihydroxy-2-oxobutanoate. It is an enantiomer of a (R)-3,4-dihydroxy-2-oxobutanoic acid. C([C@@H](C(=O)C(=O)O)O)O